((S)-1-cyano-2-[(3S)-2-oxopyrrolidin-3-yl]ethyl)-3-cyclopropyl-2-(7-oxo-1H-pyrrolo[2,3-c]pyridin-6-yl)propanamide C(#N)[C@@H](C[C@@H]1C(NCC1)=O)C(C(=O)N)(CC1CC1)N1C(C2=C(C=C1)C=CN2)=O